FC=1C(NC(N(C1)[C@H]1C[C@@H]([C@H](O1)[C@@H](C)O[P@@](=O)(OC1=CC=CC2=CC=CC=C12)N[C@@H](C)C(=O)OCC(CC)CC)O)=O)=O 2-ethylbutyl ((R)-((R)-1-((2S,3S,5R)-5-(5-fluoro-2,4-dioxo-3,4-dihydropyrimidin-1(2H)-yl)-3-hydroxytetrahydrofuran-2-yl)ethoxy)(naphthalen-1-yloxy)phosphoryl)-L-alaninate